4-oxo-1,2,3,4-tetrahydroquinazoline-6-sulfonamide O=C1NCNC2=CC=C(C=C12)S(=O)(=O)N